propylene glycol propyl-acetate C(CC)CC(=O)O.C(C(C)O)O